dibenzofuran-3-d C1=CC(=CC=2OC3=C(C21)C=CC=C3)[2H]